(rac)-1-(1H-benzo[d]imidazol-5-yl)-4-(4-bromo-2,6-difluorophenyl)-3-cyclopropylazetidin-2-one N1C=NC2=C1C=CC(=C2)N2C(C(C2C2=C(C=C(C=C2F)Br)F)C2CC2)=O